N(=[N+]=[N-])[C@H]1[C@@H](O[C@@H]([C@H]([C@@H]1OCC1=CC=CC=C1)OCC1=CC=CC=C1)COCC1=CC=CC=C1)O[C@@H]([C@H](COC(CCC(=O)C)=O)OCC1=CC=CC=C1)[C@H](OCC1=CC=CC=C1)CO 3-O-(2-azido-3,4,6-tri-O-benzyl-2-deoxy-β-D-glucopyranosyl)-2,4-di-O-benzyl-1-O-levulinyl-D-ribitol